ClC=1C(=C(C=C(C1)O)C1=C(C=C2C(=NC(=NC2=C1F)OCC12CCCN2CCC1)N1CC2(CNC(N2)=O)CCC1)F)C1CC1 7-(7-(3-chloro-2-cyclopropyl-5-hydroxyphenyl)-6,8-difluoro-2-((hexahydro-1H-pyrrolizin-7a-yl)methoxy)quinazolin-4-yl)-1,3,7-triazaspiro[4.5]decan-2-one